3-chloro-12-methyl-6,7-dihydro-5H-pyrido[3,4-c]pyrimido[5',4':4,5]pyrrolo[1,2-a]azepine ClC1=CC2=C(C=3N(CCC2)C2=C(C3)C(=NC=N2)C)C=N1